4,4'-tetrasulphanediylbis(4-methylpentan-2-one) S(SSSC(CC(C)=O)(C)C)C(CC(C)=O)(C)C